22-fluorodocosan-1-amine FCCCCCCCCCCCCCCCCCCCCCCN